ClC=1C=C(C=C(C1OC1=CN(C(C(=C1)C)=O)C(C)C)Cl)N1N=C(C(NC1=O)=O)NC(OC(C)(C)C)=O t-butyl (2-(3,5-dichloro-4-((1-isopropyl-5-methyl-6-oxo-1,6-dihydropyridin-3-yl)oxy)phenyl)-3,5-dioxo-2,3,4,5-tetrahydro-1,2,4-triazin-6-yl)carbamate